(R)-6-{2-{ethyl[4-(2-ethylaminoethyl)benzyl]amino}-4-methoxyphenyl}-5,6,7,8-tetrahydronaphthalen-2-ol C(C)N(C1=C(C=CC(=C1)OC)[C@H]1CC=2C=CC(=CC2CC1)O)CC1=CC=C(C=C1)CCNCC